C1=CC=CC=2C3=CC=CC=C3N(C12)C1=NC(=NC(=N1)Cl)N1C2=CC=CC=C2C=2C=C(C=CC12)C1=CC=CC=C1 9-(4-(9H-carbazol-9-yl)-6-chloro-1,3,5-triazin-2-yl)-3-phenyl-9H-carbazole